C1(=CC(=CC=C1)C#CCNC1=CC=CC=C1)C N-(3-(m-tolyl)prop-2-yn-1-yl)aniline